C1=CC=CC=2C3=CC=CC=C3N(C12)C1=C(C(C(C=C1C#N)(C#N)N1C2=CC=CC=C2C=2C=CC=CC12)N1C2=CC=CC=C2C=2C=CC=CC12)N1C2=CC=CC=C2C=2C=CC=CC12 1,2,3,4-tetra(carbazol-9-yl)-4,6-dicyanobenzene